C1[C@H](C[NH2+][C@H]1C(=O)[O-])O The molecule is zwitterionic form of cis-4-hydroxy-D-proline having an anionic carboxy group and a protonated amino group. It is a tautomer of a cis-4-hydroxy-D-proline.